3-methoxymethylene-oxoindoline-6-carboxylate COC=C1C(NC2=CC(=CC=C12)C(=O)[O-])=O